4-bromo-2-fluoro-1-[[4-(methoxymethoxy)phenoxy]methyl]benzene BrC1=CC(=C(C=C1)COC1=CC=C(C=C1)OCOC)F